(4-{5-amino-6-[1-(2,6-dichloro-3-fluoro-phenyl)-ethoxy]-pyrazin-2-yl}-phenyl)-(4-methyl-piperazin-1-yl)-methanone NC=1N=CC(=NC1OC(C)C1=C(C(=CC=C1Cl)F)Cl)C1=CC=C(C=C1)C(=O)N1CCN(CC1)C